3-(hydroxyimino)-6-azabicyclo[3.2.1]octane-6-carboxylate ON=C1CC2CN(C(C1)C2)C(=O)[O-]